C1=C(C=CC2=CC=CC=C12)C(\C=C\NC1=CC=C(C=C1)C)=O (E)-1-(naphthalen-2-yl)-3-(p-tolylamino)prop-2-en-1-one